1-Phenyl-3-{6-[3-(trifluoromethyl)phenoxy]pyridin-3-yl}urea C1(=CC=CC=C1)NC(=O)NC=1C=NC(=CC1)OC1=CC(=CC=C1)C(F)(F)F